ClC1=C(C(=NC2=CC=CC=C12)NCC1=C(C=C(C=C1)OC)OC)F 4-chloro-N-(2,4-dimethoxybenzyl)-3-fluoroquinolin-2-amine